C(C)N(C1=CC(=C(C=C2C(C3=CC=CC=C3C2O)=O)C=C1)C)CC 2-(4'-diethylamino-2'-methylbenzylidene)-3-hydroxy-1-indanone